(S)-3-Boc-aminopyrrolidine CC(C)(C)OC(=O)N[C@H]1CCNC1